FC(C1(CC(=NO1)C1=C2C(=C(N=C1)CN1C(C3=CC=CC=C3C1=O)=O)OC=C2)C2=CC(=CC=C2)C(F)(F)F)(F)F 2-[[4-[4,5-dihydro-5-(trifluoromethyl)-5-[3-(trifluoromethyl)phenyl]-3-isoxazolyl]furo[2,3-c]pyridin-7-yl]methyl]-1H-isoindole-1,3(2H)-dione